CC(C)(C)SN[C@@H]1[C@@H](OCC12CCNCC2)C (R)-2-methyl-N-((3S,4S)-3-methyl-2-oxa-8-azaspiro[4.5]decane-4-yl)propane-2-Sulfenamide